6-Bromo-7-methyl-4-(trifluoromethyl)-1H-indazole BrC1=CC(=C2C=NNC2=C1C)C(F)(F)F